C(#N)[C@H]1N(CSC1)C(CNC(=O)C1=CC=NC2=CC=C(C=C12)N1[C@H](CCC1)C1CC1)=O |o1:23| N-(2-((R)-4-Cyanothiazolidin-3-yl)-2-oxoethyl)-6-((R*)-2-cyclopropyl-pyrrolidin-1-yl)quinoline-4-carboxamide